CCCCCCCCCCCCOC(=O)CCSCCC(=O)OCCCCCCCCCCCC Dilauryl Thiodipropionate